(+/-)-4-methylamphetamine HCl Cl.CC1=CC=C(C[C@H](N)C)C=C1 |r|